1-(2-chloro-4-fluorophenyl)cyclopropane-1,2-dicarboxylic acid ClC1=C(C=CC(=C1)F)C1(C(C1)C(=O)O)C(=O)O